N[C@H](C(=O)N1[C@@H](C[C@H](C1)O)C(=O)NCC1=C(C=C(C=C1OC)C#C)Cl)C(C)(C)C (2S,4R)-1-((S)-2-amino-3,3-dimethylbutanoyl)-N-(2-chloro-4-ethynyl-6-methoxybenzyl)-4-hydroxypyrrolidine-2-carboxamide